CC(CN[C@@H](C(=O)O)C1=CC=CC=C1)(CC)C (R)-2-(2,2-dimethylbutylamino)-2-phenylacetic acid